N-[(4,5-dibromo-3-methyl-2-thienyl)carbonyl]glycine BrC=1C(=C(SC1Br)C(=O)NCC(=O)O)C